3-[7-amino-2-(2-carbamoylallyl)-1-oxo-isoindolin-4-yl]-N-(2-methylsulfanylethyl)benzamide NC=1C=CC(=C2CN(C(C12)=O)CC(=C)C(N)=O)C=1C=C(C(=O)NCCSC)C=CC1